4-(3-((2-(2,3-dihydrobenzo[b][1,4]dioxin-6-yl)pyrrolidin-1-yl)methyl)phenyl)-1-methyl-1H-Pyrazole O1C2=C(OCC1)C=C(C=C2)C2N(CCC2)CC=2C=C(C=CC2)C=2C=NN(C2)C